3-phenyl-N-(6-(trifluoromethoxy)benzo[d]thiazol-2-yl)propanamide C1(=CC=CC=C1)CCC(=O)NC=1SC2=C(N1)C=CC(=C2)OC(F)(F)F